2-bromo-5-(2-methoxyethyl)-8-(trifluoromethoxy)-10-((2-(trimethylsilyl)ethoxy)methyl)-5,10-dihydro-11H-dibenzo[b,e][1,4]diazepin-11-one BrC1=CC2=C(N(C3=C(N(C2=O)COCC[Si](C)(C)C)C=C(C=C3)OC(F)(F)F)CCOC)C=C1